2-(6-cyclopropylpyridin-3-yl)-N-[(3S)-2-oxo-5-phenyl-1,3-dihydro-1,4-benzodiazepine-3-Yl]pyrazolo[1,5-a]pyrimidine-3-carboxamide C1(CC1)C1=CC=C(C=N1)C1=NN2C(N=CC=C2)=C1C(=O)N[C@@H]1C(NC2=C(C(=N1)C1=CC=CC=C1)C=CC=C2)=O